CC1=C(C(=CC=C1)C)C(=O)O The molecule is a dimethylbenzoic acid in which the two methyl groups are located at positions 2 and 6. It derives from a benzoic acid. It is a conjugate acid of a 2,6-dimethylbenzoate.